6-(3-ethylsulfanyl-2-pyridyl)-1-(2,2,3,3,3-pentafluoropropyl)-1,7-naphthyridin-2-one C(C)SC=1C(=NC=CC1)C=1C=C2C=CC(N(C2=CN1)CC(C(F)(F)F)(F)F)=O